F[B-](F)(F)F.C(C)N1C(N(C=C1)C)C 1-ethyl-2,3-dimethylimidazole tetrafluoroborate